CCCCCCCCCCCCCCCC(=O)OCCCCCCCCC The molecule is a palmitate ester resulting from the formal condensation of the carboxy group of palmitic acid with the hydroxy group of nonan-1-ol. It has a role as a bacterial metabolite. It is a hexadecanoate ester and a wax ester. It derives from a nonan-1-ol.